2-[7-bromo-2-(4-methoxyphenyl)[1,2,4]triazolo[1,5-c]quinazolin-5-yl]-N-[2-(methylamino)ethyl]-D-alaninamide hydrochloride Cl.BrC1=CC=CC=2C=3N(C(=NC12)[C@@](N)(C)C(=O)NCCNC)N=C(N3)C3=CC=C(C=C3)OC